1-methyl-1H-1,3-benzodiazole-3-ium iodide [I-].CN1C=[NH+]C2=C1C=CC=C2